beta-naphthyldihydrofuran C1=C(C=CC2=CC=CC=C12)C1OC=CC1